ClC=1C(=C(C=CC1F)N(C(OC1=C(C=C(C=C1C(F)(F)F)C(F)(F)F)N1C(N(CC1)CC1OC1)=O)=O)C([2H])([2H])[2H])F 2-(3-(oxiran-2-ylmethyl)-2-oxoimidazolidin-1-yl)-4,6-bis(trifluoromethyl)phenyl (3-chloro-2,4-difluorophenyl)(methyl-d3)carbamate